phenyl-(4-(((2R,3R,4R,5S)-3,4,5-trihydroxy-2-methylpiperidin-1-yl)methyl)piperidin-1-yl)methanone C1(=CC=CC=C1)C(=O)N1CCC(CC1)CN1[C@@H]([C@H]([C@@H]([C@H](C1)O)O)O)C